C(CC)N[C@@H](CC(C)C)C(=O)O propyl-leucine